2-Bromoanisole BrC1=C(C=CC=C1)OC